2-(2-(4-Methyl-3-cyclohexen-1-yl)propyl)-cyclopentanon CC1=CCC(CC1)C(CC1C(CCC1)=O)C